OC1=CC=C(C=CC(F)(F)F)C=C1 p-hydroxy-trifluoromethyl-styrene